1,1'-{(7-benzyl-1,4,7-triazecane-1,4-diyl)bis[methylene(2-hydroxy-5-methyl-3,1-phenylene)methyleneazanediyl]}di(ethane-1,2-diol) C(C1=CC=CC=C1)N1CCN(CCN(CCC1)CC=1C(=C(C=C(C1)C)CNC(CO)O)O)CC=1C(=C(C=C(C1)C)CNC(CO)O)O